ClC1=CC2=C(N=N1)N(CCC2)[C@H]2CN(C[C@@H](C2)F)C (3R,5R)-3-chloro-8-(5-fluoro-1-methylpiperidin-3-yl)-5,6,7,8-tetrahydropyrido[2,3-c]pyridazine